3-(2-Aminoquinazolin-6-yl)-4-methyl-N-(4-((4-methylpiperazin-1-yl)methyl)phenyl)benzamide NC1=NC2=CC=C(C=C2C=N1)C=1C=C(C(=O)NC2=CC=C(C=C2)CN2CCN(CC2)C)C=CC1C